(S)-1'-(8-(2,3-dichlorophenyl)-7-methylimidazo[1,2-c]pyrimidin-5-yl)-5,7-dihydrospiro[cyclopenta[b]pyridin-6,4'-piperidin]-5-amine ClC1=C(C=CC=C1Cl)C=1C=2N(C(=NC1C)N1CCC3(CC1)[C@@H](C=1C(=NC=CC1)C3)N)C=CN2